CC1=CN(C(=O)NC1=O)[C@H]2C[C@@H]([C@H](O2)CO)N=[N+]=[N-] 3'-Azido-2',3'-dideoxythymidine